tert-butyl ((S)-1-(((S)-1-((4-(chloromethyl)-3-((prop-2-yn-1-yloxy)methyl)phenyl)amino)-1-oxo-5-ureidopentan-2-yl)amino)-3-methyl-1-oxobutan-2-yl)carbamate ClCC1=C(C=C(C=C1)NC([C@H](CCCNC(=O)N)NC([C@H](C(C)C)NC(OC(C)(C)C)=O)=O)=O)COCC#C